O=C1NC(CCC1N1C(N(C2=C1C=CC(=C2)CCCCOCCCCNCC(=O)OC(C)(C)C)C)=O)=O tert-butyl 2-[4-[4-[1-(2,6-dioxo-3-piperidyl)-3-methyl-2-oxo-benzimidazol-5-yl] butoxy]butylamino]acetate